11-carboxyundecyl-(triphenyl)phosphonium bromide [Br-].C(=O)(O)CCCCCCCCCCC[P+](C1=CC=CC=C1)(C1=CC=CC=C1)C1=CC=CC=C1